C(CCCCCCC)OC1=CC=C(C2=CC=CC=C12)O 4-(n-octyloxy)-1-naphthol